7-Fluoro-3-(4-(4-fluorophenyl)thiazol-2-yl)-2-(trifluoromethyl)quinazolin-4(3H)-one FC1=CC=C2C(N(C(=NC2=C1)C(F)(F)F)C=1SC=C(N1)C1=CC=C(C=C1)F)=O